[C@@H]12C=CC[C@H]2C1 (1R,5S,6S)-bicyclo[3.1.0]hex-2-ene